C(C)(C)(C)OC(=O)N1[C@@H](C[C@@H](C1)[C@@H](C(=O)OC(C)(C)C)CC1=CC(=CC=C1)[N+](=O)[O-])C (2r,4r)-4-[(1S)-2-tert-butoxy-1-[(3-nitrophenyl)methyl]-2-oxoethyl]-2-methyl-pyrrolidine-1-carboxylic acid tert-butyl ester